N-n-tridecanoyl-leucine C(CCCCCCCCCCCC)(=O)N[C@@H](CC(C)C)C(=O)O